N[C@@H]1C2=CC(=CC=C2CC12CCN(CC2)C=2C(=NC(=CN2)SC2=NC(=NC=C2)N)CO)C#CCOC (S)-(3-(1-amino-6-(3-methoxyprop-1-yn-1-yl)-1,3-dihydrospiro[inden-2,4'-piperidin]-1'-yl)-6-((2-aminopyrimidin-4-yl)thio)pyrazin-2-yl)methanol